2-ethyl-α,α-dimethyl-benzenepropanal C(C)C1=C(C=CC=C1)CC(C=O)(C)C